2-[(1Z)-1-({3-[(3,4-difluorophenoxy)methyl]phenyl}methylene)-5-fluoro-2-methyl-1H-inden-3-yl]acetic acid FC=1C=C(OCC=2C=C(C=CC2)\C=C/2\C(=C(C3=CC(=CC=C23)F)CC(=O)O)C)C=CC1F